2,6-di-tert-butyl-4-methylphenoxid C(C)(C)(C)C1=C([O-])C(=CC(=C1)C)C(C)(C)C